C(CC(C)C)NCC(=O)O N-(Isopentyl)glycin